6-bromo-2-fluoro-3-methylbenzoic acid methyl ester COC(C1=C(C(=CC=C1Br)C)F)=O